(4S)-4-methyl-3-(2-{[1-methyl-3-(trifluoromethyl)-1H-pyrazol-4-yl]amino}quinazolin-7-yl)-1,3-oxazolidin-2-one C[C@@H]1N(C(OC1)=O)C1=CC=C2C=NC(=NC2=C1)NC=1C(=NN(C1)C)C(F)(F)F